NC1=CC=C2C(=NC=NC2=C1)OC=1C=C(C(=O)NC2=CC(=C(C=C2)CN2CCN(CC2)CC)C(F)(F)F)C=CC1C 3-(7-aminoquinazolin-4-yloxy)-N-(4-((4-ethylpiperazin-1-yl)methyl)-3-(trifluoromethyl)phenyl)-4-methylbenzamide